C(C)OC(=O)C=1N2C(C(NC=3C=CC=C(C1)C23)=O)C(C)C 11-isopropyl-10-oxo-1,9-diazatricyclo[6.3.1.04,12]dodeca-2,4,6,8(12)-tetraene-2-carboxylic acid ethyl ester